triaminos-triazine NC1=NC(=NC(=N1)N)N